C(C)(C)(C)C1=CC=C(C=NNC=2SC=C(N2)C2=CC=C(C=C2)O)C=C1 2-(2-(4-tert-butylbenzylidene)hydrazino)-4-(4-hydroxyphenyl)thiazole